6-methoxyquinoline-8-carboxylate COC=1C=C2C=CC=NC2=C(C1)C(=O)[O-]